C1CCC2=C(C=CC=C12)C1=C(C=C2C(=N1)C(=NN2CC2=CC=C(C=C2)OC)C=2C=NN(C2)C2CCNCC2)OC 5-(2,3-dihydro-1H-inden-4-yl)-6-methoxy-1-(4-methoxybenzyl)-3-(1-(piperidin-4-yl)-1H-pyrazole-4-yl)-1H-pyrazolo[4,3-b]Pyridine